N-(5-nitrothiazol-2-yl)-2-(trifluoromethyl)benzamide [N+](=O)([O-])C1=CN=C(S1)NC(C1=C(C=CC=C1)C(F)(F)F)=O